4-(4,5-dimethyl-1,3-oxazol-2-yl)-1-{[(2S)-5-oxopyrrolidin-2-yl]methoxy}-7-(propan-2-yloxy)isoquinoline-6-carboxamide CC=1N=C(OC1C)C1=CN=C(C2=CC(=C(C=C12)C(=O)N)OC(C)C)OC[C@H]1NC(CC1)=O